3-(3-(4-(4-Fluorophenyl)piperazin-1-yl)propyl)-8-phenyl-1,3-diazaspiro[4.5]decane-2,4-dione FC1=CC=C(C=C1)N1CCN(CC1)CCCN1C(NC2(C1=O)CCC(CC2)C2=CC=CC=C2)=O